sodium tetradecenoic acid C(C=CCCCCCCCCCCC)(=O)O.[Na]